cyclobutyl-5-iodo-2-methylbenzoic acid methyl ester COC(C1=C(C(=CC(=C1)I)C1CCC1)C)=O